(1R,4s)-4-(2-((1S,3S)-3-hydroxycyclohexylamino)-8-(2,4,6-trichlorophenylamino)-9H-purin-9-yl)-1-methylcyclohexanecarboxamide O[C@@H]1C[C@H](CCC1)NC1=NC=C2N=C(N(C2=N1)C1CCC(CC1)(C(=O)N)C)NC1=C(C=C(C=C1Cl)Cl)Cl